2,4,6-tri(trifluoromethyl)-1,3,5-triazine FC(C1=NC(=NC(=N1)C(F)(F)F)C(F)(F)F)(F)F